trioctyl-(2-((3-(dimethylamino)propionyl)oxy)propane-1,2,3-tricarboxylic acid) C(CCCCCCC)C(C(C(C(=O)O)(CCCCCCCC)CCCCCCCC)(C(=O)O)OC(CCN(C)C)=O)C(=O)O